C(C=C)OCC(C(=O)OCC(CCCC)CC)=C 2-ethylhexyl α-allyloxymethylacrylate